copper phenylsulfide C1(=CC=CC=C1)SC1=CC=CC=C1.[Cu]